BrC1=NSC=C1I 3-bromo-4-iodoisothiazole